(2,4-Dioxobutoxy)phosphonate O=C(COP([O-])([O-])=O)CC=O